C1(CCCCC1)[C@H]1N(S(C2=C(NC1)C=C1OCC3=C(C1=C2)C=C(C=C3)C(=O)O)(=O)=O)C (R)-10-cyclohexyl-11-methyl-8,9,10,11-tetrahydro-5H-benzo[3,4]chromeno[7,6-f][1,2,5]thiadiazepine-2-carboxylic acid 12,12-dioxide